[N+](=O)([O-])C1=NC=CC=C1OC1=CC=C(C=C1)C 2-nitro-3-(p-tolyloxy)pyridine